N-[3-(dimethylamino)propyl]-7-methylsulfanyl-thiazolo[5,4-d]pyrimidine-2-carboxamide CN(CCCNC(=O)C=1SC=2N=CN=C(C2N1)SC)C